5-(((trans-3-(4-cyclohexyl-3-cyclopropyl-1H-pyrazol-1-yl)cyclobutyl)methyl)amino)-2-(2,6-dioxopiperidin-3-yl)isoindoline-1,3-dione C1(CCCCC1)C=1C(=NN(C1)[C@@H]1C[C@H](C1)CNC=1C=C2C(N(C(C2=CC1)=O)C1C(NC(CC1)=O)=O)=O)C1CC1